1,5-dihydroxy-3-methylanthraquinone OC1=CC(=CC=2C(C3=C(C=CC=C3C(C12)=O)O)=O)C